7-(1-(trifluoromethyl)-cyclopropyl)quinoline-4-carboxylic acid methyl ester COC(=O)C1=CC=NC2=CC(=CC=C12)C1(CC1)C(F)(F)F